6-cyclopropoxy-N-(4-fluoro-2-methanesulfonylphenyl)pyridine-3-carboxamide C1(CC1)OC1=CC=C(C=N1)C(=O)NC1=C(C=C(C=C1)F)S(=O)(=O)C